5-fluoro-3-(2-(3-(2-chlorophenyl)-4-oxothiazolidin-2-ylidene)hydrazono)-1H-indol-2-one FC=1C=C2C(C(NC2=CC1)=O)=NN=C1SCC(N1C1=C(C=CC=C1)Cl)=O